4-((3-Phenoxyphenyl)amino)-7-fluoro-1H-indole-2-carboxylic acid ethyl ester C(C)OC(=O)C=1NC2=C(C=CC(=C2C1)NC1=CC(=CC=C1)OC1=CC=CC=C1)F